BrC=1C=C(C(=NC1)F)OC 5-bromo-2-fluoro-3-methoxy-pyridine